N-benzyl-guanine C(C1=CC=CC=C1)NC=1NC(C=2NC=NC2N1)=O